ClC1=CC(=C(O[C@H](C(=O)O)C)C=C1F)C1=CC=NO1 (2S)-2-[4-chloro-5-fluoro-2-(1,2-oxazol-5-yl)phenoxy]propionic acid